N-((S)-1-(((S)-2-amino-6,7-dihydro-5H-cyclopenta[b]pyridin-5-yl)amino)-1-oxopropan-2-yl)-4-(4-fluorophenyl)-1H-pyrrole-2-carboxamide NC1=CC=C2C(=N1)CC[C@@H]2NC([C@H](C)NC(=O)C=2NC=C(C2)C2=CC=C(C=C2)F)=O